C(C)(C)(C)OC(N(C[C@@H]1OC2=CC=CC=C2C(C1)=O)[C@H](C)C1=CC=CC2=CC=CC=C12)=O ((R)-1-(naphthalen-1-yl)ethyl)(((R)-4-oxo-chroman-2-yl)methyl)carbamic acid tert-butyl ester